3-hydroxymethyl-5-methylphenol OCC=1C=C(C=C(C1)C)O